(2s,3r)-3-[tert-butyl-(dimethyl)silyl]oxy-2-[(3-chloro-4-fluoro-phenyl)-methyl-carbamoyl]pyrrolidine-1-carboxylic acid tert-butyl ester C(C)(C)(C)OC(=O)N1[C@@H]([C@@H](CC1)O[Si](C)(C)C(C)(C)C)C(N(C)C1=CC(=C(C=C1)F)Cl)=O